3-bromopropane sulfate S(=O)(=O)(O)O.BrCCC